CC=1CC2C=CC(CC1)C2 3-methylbicyclo-(4.2.1)-nonane-3,7-diene